1-[(1R)-3-Bromo-1-(bromomethyl)propoxy]-3-bromobenzene BrCC[C@@H](OC1=CC(=CC=C1)Br)CBr